(2R,3S,4R,5R)-2-(2-amino-6-(4-nitrophenoxy)-9H-purin-9-yl)-4-fluoro-5-(hydroxymethyl)tetrahydrofuran-3-ol NC1=NC(=C2N=CN(C2=N1)[C@@H]1O[C@@H]([C@@H]([C@H]1O)F)CO)OC1=CC=C(C=C1)[N+](=O)[O-]